N-(3-chloro-2,6-difluoro-4-((3-(2-(((3S,5S)-5-fluoropiperidin-3-yl)amino)pyrimidin-4-yl)pyridin-2-yl)oxy)phenyl)-1-(2-fluorophenyl)methanesulfonamide ClC=1C(=C(C(=CC1OC1=NC=CC=C1C1=NC(=NC=C1)N[C@@H]1CNC[C@H](C1)F)F)NS(=O)(=O)CC1=C(C=CC=C1)F)F